Potassium Lauryl-Carboxylate C(CCCCCCCCCCC)C(=O)[O-].[K+]